FC1(CCC(CC1)N1CCN(CC1)C(=O)N(C1=CC=CC=C1)CC=1N=C2N(C=CC(=C2)C=2OC(=NN2)C(F)F)C1)F 4-(4,4-difluorocyclohexyl)-N-((7-(5-(difluoromethyl)-1,3,4-oxadiazol-2-yl)imidazo[1,2-a]pyridin-2-yl)methyl)-N-phenylpiperazine-1-carboxamide